METHYL (2S)-2-AMINO-3-(3-FORMYL-2-HYDROXY-5-METHYLPHENYL)PROPANOATE N[C@H](C(=O)OC)CC1=C(C(=CC(=C1)C)C=O)O